1-[2'-amino-3-(4-tert-butyl-piperazin-1-yl)-3''-chloro-5'-fluoro-[1,1':3',1'']terphenyl-4''-yl]-3-methyl-1,3-dihydro-imidazol-2-one NC1=C(C=C(C=C1C1=CC(=C(C=C1)N1C(N(C=C1)C)=O)Cl)F)C1=CC(=CC=C1)N1CCN(CC1)C(C)(C)C